gold-copper-tin [Sn].[Cu].[Au]